CC(CC)CCCCCCCC(CCCC)C 3,11-dimethylpentadecane